N-stearidonoyl-glutamic acid C(CCCC\C=C/C\C=C/C\C=C/C\C=C/CC)(=O)N[C@@H](CCC(=O)O)C(=O)O